ClC=1C=NC(=NC1)CN1C(=NC(=C1)C(F)(F)F)C1=CC=C(C=C1)F 5-CHLORO-2-[[2-(4-FLUOROPHENYL)-4-(TRIFLUOROMETHYL)IMIDAZOL-1-YL]METHYL]PYRIMIDINE